(S)-2-(4-(7,7-difluoro-2-(2-methylazetidin-1-yl)-6,7-dihydro-5H-cyclopenta[d]pyrimidin-4-yl)phenyl)acetic acid FC1(CCC2=C1N=C(N=C2C2=CC=C(C=C2)CC(=O)O)N2[C@H](CC2)C)F